C(C=C)(=O)N1[C@@H](CC1)COC=1C(=NC=NC1N)C=1C(=C(C=C(C1)F)N1C(C2=CC=C(C=C2CC1)C1CC1)=O)CO (S)-2-(3-(5-((1-propenoylazetidin-2-yl)methoxy)-6-aminopyrimidin-4-yl)-5-fluoro-2-(hydroxymethyl)phenyl)-6-cyclopropyl-3,4-dihydroisoquinolin-1(2H)-one